(S)-N-[(1R)-1-(5-bromo-2-methoxy-phenyl)ethyl]-2-methyl-propane-2-sulfinamide BrC=1C=CC(=C(C1)[C@@H](C)N[S@@](=O)C(C)(C)C)OC